2-[(6-([({3-fluorobicyclo[1.1.1]pentan-1-yl}methyl)amino]methyl)imidazo[1,2-a]pyridin-2-yl)methyl]-5-{7-oxa-2-azaspiro[3.5]nonan-2-yl}-1,2-dihydro-2,7-naphthyridin-1-one FC12CC(C1)(C2)CNCC=2C=CC=1N(C2)C=C(N1)CN1C(C2=CN=CC(=C2C=C1)N1CC2(C1)CCOCC2)=O